ClC1=CC2=C(CCN(S2(=O)=O)[C@H](C(=O)OC)C(C)C2=C(C(=CC=C2F)C)C)C=C1 methyl (2S)-2-(7-chloro-1,1-dioxido-3,4-dihydro-2H-benzo[e][1,2]thiazin-2-yl)-3-(6-fluoro-2,3-dimethylphenyl)butanoate